Cl.BrC1=C(NC2=CC=C(C=C12)C1=CC=C(C=C1)F)C(=O)NC[C@H](CCCN)N (S)-3-bromo-N-(2,5-diaminopentyl)-5-(4-fluorophenyl)-1H-indole-2-carboxamide hydrogen chloride salt